ClC=1C(=CC2=C(OCO2)C1)CS(=O)(=O)NC1=C(N=CS1)C(=O)O 5-[(6-chloro-2H-1,3-benzodioxol-5-yl)methylsulfonamido]-1,3-thiazole-4-carboxylic acid